6-(2-{5-[(7R)-7-amino-2-azabicyclo[2.2.1]heptane-2-carbonyl]-7-methoxy-1-methyl-1H-1,3-benzodiazol-2-yl}-1-(cyclopropylmethyl)-1H-indol-6-yl)-4-hydroxyquinoline-2-carboxylic acid N[C@H]1C2N(CC1CC2)C(=O)C2=CC1=C(N(C(=N1)C=1N(C3=CC(=CC=C3C1)C=1C=C3C(=CC(=NC3=CC1)C(=O)O)O)CC1CC1)C)C(=C2)OC